C(CCCCCCCCCCCCCCCCCCCCCCCCC)(=O)OCCCCCCCC\C=C/C[C@H](O)CCCCCC ricinoleyl cerotate